[Pd].[Pd].C(C1=CC=CC=C1)=CC(C)=O.C(C1=CC=CC=C1)=CC(C)=O.C(C1=CC=CC=C1)=CC(C)=O tris(benzylideneacetone) dipalladium (0)